2-amino-(5,6-diethyl)indan tert-butyl-4-[2-[4-[2-(1-methyl-2,6-dioxo-3-piperidyl)-1,3-dioxo-isoindolin-5-yl]piperazin-1-yl]ethyl]piperidine-1-carboxylate C(C)(C)(C)OC(=O)N1CCC(CC1)CCN1CCN(CC1)C=1C=C2C(N(C(C2=CC1)=O)C1C(N(C(CC1)=O)C)=O)=O.NC1CC2=CC(=C(C=C2C1)CC)CC